(1S-2S)-N-(7-methyl-6-(1-((R)-3-methyltetrahydrofuran-3-yl)piperidin-4-yl)isoquinolin-3-yl)-2-(pyridin-2-yl)cyclopropane-1-carboxamide CC1=C(C=C2C=C(N=CC2=C1)NC(=O)[C@@H]1[C@H](C1)C1=NC=CC=C1)C1CCN(CC1)[C@]1(COCC1)C